(2R)-1-[2-[2-[5-[5-[tert-butyl(dimethyl)silyl]oxy-1-tetrahydropyran-2-yl-indazol-3-yl]-3-pyridyl]ethoxy]ethoxy]propan-2-ol [Si](C)(C)(C(C)(C)C)OC=1C=C2C(=NN(C2=CC1)C1OCCCC1)C=1C=C(C=NC1)CCOCCOC[C@@H](C)O